benzyl-N'-cyanoguanidine C(C1=CC=CC=C1)NC(=N)NC#N